N1(CCC2(CC1)NCC1=CC=CC=C1C2)C(=O)C=2C(=NC(=CC2)C(F)(F)F)OCC (1,4-dihydro-1'H,2H-spiro[isoquinoline-3,4'-piperidin]-1'-yl)[2-ethoxy-6-(trifluoromethyl)pyridin-3-yl]methanone